3-bromo-4-chlorobenzo[d]isothiazol BrC1=NSC2=C1C(=CC=C2)Cl